C(C1=CC=CC=C1)C1NOC2N(O1)CCC2 3-benzylhexahydropyrrolo[1,2-b][1,4,2,5]dioxadiazine